N-(5-(2-(1-cyclopropylethyl)-4-(3-(methylsulfonyl)azetidin-1-yl)-3-oxo-2,3-dihydro-1H-pyrrolo[3,4-c]pyridin-6-yl)-4-methylthiazol-2-yl)acetamide C1(CC1)C(C)N1C(C=2C(=NC(=CC2C1)C1=C(N=C(S1)NC(C)=O)C)N1CC(C1)S(=O)(=O)C)=O